2-Phenyl-6-(propan-2-yl)-4H-1-benzopyran-4-one C1(=CC=CC=C1)C=1OC2=C(C(C1)=O)C=C(C=C2)C(C)C